C(CC(C)C)N(C(=O)OCC1=C(C=NN1C)C1=CC=C(C=C1)C12COC(CC1)(CC2)CC(=O)O)C 2-(4-(4-(5-(((isopentyl(methyl)carbamoyl)oxy)methyl)-1-methyl-1H-pyrazol-4-yl)phenyl)-2-oxabicyclo[2.2.2]octan-1-yl)acetic acid